tert-butyl (2-((2,6-dichloro-9H-purin-9-yl)methyl)phenyl)carbamate ClC1=NC(=C2N=CN(C2=N1)CC1=C(C=CC=C1)NC(OC(C)(C)C)=O)Cl